CC=1C(=CC=C2C(CCOC12)=O)OC(C1=CC=C(C(=O)OC)C=C1)C1=CC=CC=C1 methyl 4-(((8-methyl-4-oxochroman-7-yl)oxy)(phenyl)methyl)benzoate